NC1=C2C(=NC=N1)N(N=C2I)C(C)C=2OC(C1=CC=CC=C1C2C2=CC(=CC=C2)C(C)N(C)C)=O 3-(1-(4-Amino-3-iodo-1H-pyrazolo[3,4-d]pyrimidin-1-yl)ethyl)-4-(3-(1-(dimethylamino)ethyl)phenyl)-1H-isochromen-1-one